C(C)(C)OC1=CN=C(C=C1C(=O)N(C)C)C1=NSC(=N1)NC1=NC=C(C=C1C(F)(F)F)C 5-isopropoxy-N,N-dimethyl-2-(5-(5-methyl-3-(trifluoromethyl)pyridin-2-ylamino)-1,2,4-thiadiazol-3-yl)isonicotinamide